C(C)OC(=O)C=1N=NN(C1C)C1CC2(C1)CCN(CC2)C(=O)OC(C)(C)C tert-Butyl 2-(4-ethoxycarbonyl-5-methyl-triazol-1-yl)-7-azaspiro[3.5]nonane-7-carboxylate